(seleno)cysteine C1(C([Se]1)(C(=O)O)N)S